C(C1=CC=CC=C1)SC1=C(C=CC=2N(C(NC21)=O)C2C(N(C(CC2)=O)CC2=CC=C(C=C2)OC)=O)C2CCN(CC2)C(=O)OC(C)(C)C tert-butyl 4-(4-(benzylthio)-1-(1-(4-methoxybenzyl)-2,6-dioxopiperidin-3-yl)-2-oxo-2,3-dihydro-1H-benzo[d]imidazol-5-yl)piperidine-1-carboxylate